7-((Tert-Butoxycarbonyl)amino)-4-morpholinylbenzo[c][1,2,5]oxadiazole-5-carboxylic acid methyl ester COC(=O)C1=C(C=2C(=NON2)C(=C1)NC(=O)OC(C)(C)C)N1CCOCC1